N,N'-bis(4-methylaminophenyl)tetra-methylenediamine CNC1=CC=C(C=C1)NCCCCNC1=CC=C(C=C1)NC